BrC1=CC=C(C=C1)[C@@H]1[C@@H](C1)C(=O)OCC ethyl (cis)-2-(4-bromophenyl)cyclopropanecarboxylate